(S)-5-((((6-(2,2'-Dichloro-3'-(2,3,4,5-tetrahydro-1H-benzo[c]azepin-7-yl)-[1,1'-biphenyl]-3-yl)-2-methoxypyridin-3-yl)-methyl)amino)-methyl)pyrrolidin-2-one ClC1=C(C=CC=C1C1=CC=C(C(=N1)OC)CNC[C@@H]1CCC(N1)=O)C1=C(C(=CC=C1)C1=CC2=C(CNCCC2)C=C1)Cl